methyl-(E)-2-[3-chloro-2-[[(Z)-[1-(2-chlorophenyl)-2-methoxy-ethylidene]amino]oxy-methyl]phenyl]-3-methoxy-prop-2-enoate COC(\C(=C\OC)\C1=C(C(=CC=C1)Cl)CO\N=C(/COC)\C1=C(C=CC=C1)Cl)=O